(S)-3-methoxy-N-methyl-4-((3-(8-((5,6,7,8-tetrahydro-[1,2,4]triazolo[1,5-a]pyridin-6-yl)amino)-3-((trifluoromethyl)thio)imidazo[1,2-a]pyridin-2-yl)prop-2-yn-1-yl)amino)benzamide COC=1C=C(C(=O)NC)C=CC1NCC#CC=1N=C2N(C=CC=C2N[C@H]2CCC=3N(C2)N=CN3)C1SC(F)(F)F